3,6-dihydro-2H-1,3-thiazine S1CNC=CC1